C(CCCCCCC)(=O)OOC(C)(C)CCC t-hexyl peroxy-n-octanoate